OC1=C(C=CC=C1)C(C)=O ortho-hydroxy-acetophenone